C1(CCCCC1)OC1=CC=C(C=C1)C1=NC2=CC(=C(C=C2C(=N1)N)OCCOC)OCCOC (4-(cyclohexyloxy)phenyl)-6,7-bis(2-methoxyethoxy)quinazolin-4-amine